2-((4-chlorophthalazin-1-yl)amino)phenol ClC1=NN=C(C2=CC=CC=C12)NC1=C(C=CC=C1)O